BrC1=CC=C(CN2CC(OCC2)(C)C)C=C1 (4-bromobenzyl)-2,2-dimethylmorpholine